C(C)N(CCCCN(CCOC(N(CCCCC(=O)OCC(CCCCCC)CCCCCC)CCCCCCCC)=O)CCOC(N(CCCCC(=O)OCC(CCCCCC)CCCCCC)CCCCCCCC)=O)CC Bis(2-hexyloctyl) 11-(4-(diethylamino)butyl)-6,16-dioctyl-7,15-dioxo-8,14-dioxa-6,11,16-triazahenicosanedioate